O=C1N(CCC1)C1=CC=C(C=C1)C1=CC=C(C=C1)C=1N=NNC1C(=O)O 4-(4'-(2-oxopyrrolidin-1-yl)-[1,1'-biphenyl]-4-yl)-1H-1,2,3-triazole-5-carboxylic acid